N-octadecyl-1-octadecyl-amine C(CCCCCCCCCCCCCCCCC)NCCCCCCCCCCCCCCCCCC